[N-](S(=O)(=O)C(F)(F)C(F)(F)F)S(=O)(=O)C(F)(F)C(F)(F)F.C[N+]1(CCCC1)CCCC 1-methyl-1-butylpyrrolidinium bis(pentafluoroethanesulfonyl)imide salt